COC(CCCCC(=O)O)=O.BrC1=C(C=C(C=C1)OC(C)C1=CC=CC=C1)[N+](=O)[O-] 1-bromo-2-nitro-4-(1-phenylethoxy)benzene monomethyladipate